CC1=C(C=NN1)C1=CC=CC=C1C(=O)N 5-methyl-1H-pyrazole-4-benzamide